The molecule is an organophosphate oxoanion obtained by deprotonation of the phosphate OH groups of geranyl phosphate; major species at pH 7.3. It is a conjugate base of a geranyl phosphate. CC(=CCC/C(=C/COP(=O)([O-])[O-])/C)C